P(=O)(OC[C@]1(O[C@H]([C@@H]([C@@H]1O)O)C1=CC=C2C(=NC=NN21)N)C#N)(OC[C@@H](CCCCCCCCCCCCCCCC)OCC2=CC(=CC(=C2)F)C#N)O ((2R,3S,4R,5S)-5-(4-aminopyrrolo[2,1-f][1,2,4]triazin-7-yl)-2-cyano-3,4-dihydroxytetrahydrofuran-2-yl)methyl ((R)-2-((3-cyano-5-fluorobenzyl)oxy)octadecyl) hydrogen phosphate